L-threonyl-L-aspartic acid N[C@@H]([C@H](O)C)C(=O)N[C@@H](CC(=O)O)C(=O)O